BrC1=C(C=CC=C1N1C=2C=CC(=CC2C=2C3=C(C=CC12)C=CC=C3)C(C)(C)C)N(C3=CC=CC1=CC=CC=C31)C3=CC=C(C=C3)C(C)(C)C N-(2-bromo-3-(10-(tert-butyl)-7H-benzo[c]carbazol-7-yl)phenyl)-N-(4-(tert-butyl)phenyl)naphthalen-1-amine